ClC1=CC2=C(C=N1)N=C(N2)CC(=O)OCC ethyl (6-chloro-1H-imidazo[4,5-c]pyridin-2-yl)acetate